5-amino-6-chloro-3-methylpyrazine-2-carbonitrile NC=1N=C(C(=NC1Cl)C#N)C